N-(3-(2-(3-Oxa-8-azabicyclo[3.2.1]octan-8-yl)-5-(2-(methylsulfonyl)pyrimidin-4-yl)-thiazol-4-yl)-2-fluorophenyl)-4-methoxyisoindoline-2-sulfonamide C12COCC(CC1)N2C=2SC(=C(N2)C=2C(=C(C=CC2)NS(=O)(=O)N2CC1=CC=CC(=C1C2)OC)F)C2=NC(=NC=C2)S(=O)(=O)C